C(C1=CC=CC=C1)OC(=O)C1=CC2=C(S1)C=CC(=C2)[C@H](O)P(=O)(OCC)OCC.NC(C2CCN(CC2)C(=O)N)C2=C(C=C(C(=C2)Cl)Cl)O |r| 4-[amino(4,5-dichloro-2-hydroxyphenyl)methyl]piperidine-1-carboxamide rac-benzyl-5-((diethoxyphosphoryl)(hydroxy)methyl)benzo[b]thiophene-2-carboxylate